ClC=1C(=C(C(=O)O)C(=CC1)NC=C[N+](=O)[O-])F (E)- and (Z)-3-chloro-2-fluoro-6-(2-nitrovinylamino)benzoic acid